tert-butyl-dimethyl-[[4-(4,4,5,5-tetramethyl-1,3,2-dioxaborolan-2-yl)-3-pyridyl]methoxy]silane C(C)(C)(C)[Si](OCC=1C=NC=CC1B1OC(C(O1)(C)C)(C)C)(C)C